4-Bromo-benzeneboronic acid BrC1=CC=C(C=C1)B(O)O